ClC1=CC=C(C=C1)C1=C(N=C(N1)C1=CC=C(OCC2=C(CN3CCOCC3)C=CC=C2)C=C1)C 4-(2-((4-(5-(4-chlorophenyl)-4-methyl-1H-imidazol-2-yl)phenoxy)methyl)benzyl)morpholine